FC=1C=C(C=C(C1)I)N(C1CCN(CC1)C(=O)NC(C)C)C 4-((3-fluoro-5-iodophenyl)(methyl)amino)-N-isopropylpiperidine-1-carboxamide